(1-(6-chloro-2-(trifluoromethyl)pyridin-3-yl)-1H-imidazol-4-yl)-N-(1-(methylsulfonyl)piperidin-4-yl)-5-(trifluoromethyl)pyrimidin-2-amine ClC1=CC=C(C(=N1)C(F)(F)F)N1C=NC(=C1)C1=NC(=NC=C1C(F)(F)F)NC1CCN(CC1)S(=O)(=O)C